ethoxy ethylene sulfite S(=O)(O)O.C(C)OC=C